6-(3-((cyclopropylmethyl)amino)piperidin-1-yl)pyridazin C1(CC1)CNC1CN(CCC1)C1=CC=CN=N1